(2,4,6-trimethyl-benzyl)-indoline-2,3-dione CC1=C(CN2C(C(C3=CC=CC=C23)=O)=O)C(=CC(=C1)C)C